ClC1=CC(=C(C(=C1)C)C1=CC2=C(N=N1)N(C=C2F)C2CC(C2)(C)OCC2=CC=C(C=C2)OC)OCOC 3-[4-chloro-2-(methoxymethoxy)-6-methylphenyl]-5-fluoro-7-{(1s,3s)-3-[(4-methoxybenzyl)oxy]-3-methylcyclobutyl}-7H-pyrrolo[2,3-c]pyridazine